ClC=1C2=C(N=CN1)N1C(=C2C2=CC(=C(C=C2)OC2=NC(=CC=C2)C)F)N(CC1)C1C=CC=C(C1F)[N+](=O)[O-] 4-Chloro-5-(3-fluoro-4-((6-methylpyridin-2-yl)oxy)phenyl)-6-(6-fluoro-5-nitrocyclohexan-2,4-Dien-1-yl)-7,8-dihydro-6H-imidazo[1',2':1,5]pyrrolo[2,3-d]pyrimidine